5-(Oxan-4-yl)-N-[2-(1H-pyrazol-1-yl)-[1,3]thiazolo[5,4-c]pyridin-6-yl]-6-[(pyrrolidin-1-yl)methyl]pyridin-2-amine O1CCC(CC1)C=1C=CC(=NC1CN1CCCC1)NC1=CC2=C(C=N1)SC(=N2)N2N=CC=C2